Methyl 5-(1H-benzo[d]imidazol-5-yl)-2-(((1RS,2S)-2-((tert-butoxycarbonyl) amino)-1-cyano-3-(1H-indol-3-yl)propyl)amino)benzoate N1C=NC2=C1C=CC(=C2)C=2C=CC(=C(C(=O)OC)C2)N[C@H]([C@H](CC2=CNC1=CC=CC=C21)NC(=O)OC(C)(C)C)C#N |&1:20|